N1C=NCC=C1 1,4-dihydropyrimidine